(±)-N-(4,5-dichloro-2-fluorophenyl)-2-oxo-2,5,6,7,8,9-hexahydro-1H-5,8-epiminocyclohepta[b]pyridine-10-carboxamide ClC1=CC(=C(C=C1Cl)NC(=O)N1C2CCC1CC=1NC(C=CC12)=O)F